N,N-dimethylmethyl-succinamide CN(C(C(CC(=O)N)C)=O)C